(R)-N-(4-chloro-2-sulfamoylphenyl)-9-methyl-6-oxo-6,7,8,9-tetrahydropyrido[3',2':4,5]pyrrolo[1,2-a]pyrazine-2-carboxamide ClC1=CC(=C(C=C1)NC(=O)C=1C=CC=2C=C3N([C@@H](CNC3=O)C)C2N1)S(N)(=O)=O